NC1=C(C(=C(C(=C1F)F)C1=C(C(=C(C(=C1F)F)N)F)F)F)F 4,4'-diaminooctafluoro-biphenyl